FC=1C=C(C(=O)NC2=CC(=CC(=C2)C(F)(F)F)OC2=CC=NC=C2)C=C(C1C)C#CC1=CN=C2N1C=CC=C2NC=2C=NN(C2)C 3-fluoro-4-methyl-5-((8-((1-methyl-1H-pyrazol-4-yl)amino)imidazo[1,2-a]pyridin-3-yl)ethynyl)-N-(3-(pyridin-4-yloxy)-5-(trifluoromethyl)phenyl)benzamide